C1(CCCCC1)CCCN(S(=O)(=O)C1=CC=C(C=C1)C)F N-(3-cyclohexylpropyl)-N-fluoro-4-methylbenzenesulfonamide